nitrogen-selenide [N]=[Se]